4-methylpentanoic acid (S)-methyl ester COC(CCC(C)C)=O